C(C1=CC=CC=C1)OC1=C(C(=C(C(=O)OCOC)C(=C1CC)C)OCOC)Br methoxymethyl 4-(benzyloxy)-3-bromo-5-ethyl-2-(methoxymethoxy)-6-methylbenzoate